C(C)(C)(C)OC(NCCNCC#C)=O (2-(Prop-2-yn-1-ylamino)ethyl)carbamic acid tert-butyl ester